(S)-(4-methyltetrahydro-2H-pyran-4-yl)(3-phenyl-8-(5-(trifluoromethyl)-1,2,4-oxadiazol-3-yl)-2,3-dihydrobenzo[f][1,4]oxazepin-4(5H)-yl)methanone CC1(CCOCC1)C(=O)N1[C@H](COC2=C(C1)C=CC(=C2)C2=NOC(=N2)C(F)(F)F)C2=CC=CC=C2